COC1=C(CN2C(C3=CC(=CC=C3C(=C2)C2=C(C=CC=C2)C)CC(C(=O)[O-])C)=O)C=CC(=C1)OC 3-(2-(2,4-dimethoxybenzyl)-1-oxo-4-(o-tolyl)-1,2-dihydroisoquinolin-7-yl)-2-methylpropanoate